NC1=NC=C(C(=N1)N)C=1N=CN(C1)[C@H]1[C@]([C@@H]([C@H](O1)CO)O)(C)F (2R,3R,4R,5R)-5-(4-(2,4-diaminopyrimidin-5-yl)-1H-imidazol-1-yl)-4-fluoro-2-(hydroxymethyl)-4-methyltetrahydrofuran-3-ol